FC1=C(C(=O)OC)C=CC(=C1)C1CNCCC1 Methyl 2-fluoro-4-(piperidin-3-yl)benzoate